C(N)(=N)NC(=S)N Guanylthiourea